ClC1=NNC(=N1)C1=C(C(=O)O)C=CC=C1 2-(3-chloro-1H-1,2,4-triazol-5-yl)benzoic acid